N1(CCNCC1)C1=C2C=C(N=CC2=C(C=C1)OC1CCNCC1)C(=O)O 5-(piperazin-1-yl)-8-(piperidin-4-yloxy)isoquinoline-3-carboxylic acid